3,5-dichloro-N-[4-fluoro-5-(2-morpholin-4-ylpyrimidin-5-yl)-2-[(3R,5S)-3,4,5-trimethylpiperazin-1-yl]phenyl]benzamide ClC=1C=C(C(=O)NC2=C(C=C(C(=C2)C=2C=NC(=NC2)N2CCOCC2)F)N2C[C@H](N([C@H](C2)C)C)C)C=C(C1)Cl